5-Hydroxy-1-methyl-6,10-dioxo-1,2,3,4,6,9,9a,10-octahydro-1,4a,8a-triazaanthracene-7-carboxylic acid 4-fluorobenzylamide FC1=CC=C(CNC(=O)C=2C(C(=C3C(N4CCCN(C4CN3C2)C)=O)O)=O)C=C1